C(C)(C)(C)OC(=O)C1=NC=C2C=CC=3C(=C2C1)C=CN3 Pyrrolo[3,2-f]Isoquinoline-8-carboxylic acid tert-butyl ester